CC1=NC2=CC=CC=C2C(=N1)SCC(=O)C1=CC=C(S1)CCNS(=O)(=O)C N-(2-(5-(2-((2-methylquinazolin-4-yl)thio)acetyl)thiophen-2-yl)ethyl)methanesulfonamide